dipalladium Naphthalene C1=CC=CC2=CC=CC=C12.[Pd].[Pd]